C(#N)C1=C(C=CC=C1)C(C(C)C=1N(C(C(=C(N1)C(=O)NC=1C=NOC1)OC)=O)C)C1=CC=CC=C1 [1-(2-cyanophenyl)-1-phenylpropan-2-yl]-5-methoxy-1-methyl-N-(1,2-oxazol-4-yl)-6-oxopyrimidine-4-carboxamide